N[C@H](C(=O)O)CC=1C=NC(=CC1)C (S)-2-amino-3-(6-methylpyridin-3-yl)propanoic acid